N(CC1=COC2=C1C=C(C=C2)C[C@H](C(=O)O)[C@@H]2CNCC2)(CC2=COC1=C2C=C(C=C1)C[C@H](C(=O)O)[C@@H]1CNCC1)CC1=COC2=C1C=C(C=C2)C[C@H](C(=O)O)[C@@H]2CNCC2 (2S,2'S,2''S)-3,3',3''-((nitrilotris(methylene))tris(benzofuran-3,5-diyl))tris(2-((R)-pyrrolidin-3-yl)propanoic acid)